3-bromo-5-(3-chloro-4-isopropoxyphenyl)-1,2,4-oxadiazole BrC1=NOC(=N1)C1=CC(=C(C=C1)OC(C)C)Cl